carbon dioxide bicarbonate carbonate C([O-])([O-])=O.C([O-])(O)=O.[C+3](=O)=O